tricyclo[6.2.0.03,6]Dec-1,3(6),7-trien-2-amine C12=C(C=3CCC3C=C2CC1)N